CC1=C(C=C(C=N1)C1=CC=2C3=C(C(N(C2C=C1)CCN1C=CC=C1)=O)N=NN3C3=CC(=C(C=C3)N3CCNCC3)C(F)(F)F)OC 8-(6-methyl-5-methoxypyridin-3-yl)-1-(4-(piperazin-1-yl)-3-(trifluoromethyl)phenyl)-5-(2-(pyrrol-1-yl)ethyl)-1,5-dihydro-4H-[1,2,3]triazolo[4,5-c]quinolin-4-one